(4-(3-iodoimidazo[1,2-b]pyridazin-6-yl)phenyl)(4-methylpiperazin-1-yl)methanone IC1=CN=C2N1N=C(C=C2)C2=CC=C(C=C2)C(=O)N2CCN(CC2)C